methyl 1-(2-fluoroethyl)-1H-indazole-6-carboxylate FCCN1N=CC2=CC=C(C=C12)C(=O)OC